C1(CC1)C=1C=CC(=C(C1)C1=NN(C=C1NC(=O)C=1C=NN2C1N=CC=C2)CC=2N=NN(N2)C2CN(C2)C)OC(F)F N-[3-[5-cyclopropyl-2-(difluoromethoxy)phenyl]-1-[[2-(1-methylazetidin-3-yl)tetrazol-5-yl]methyl]pyrazol-4-yl]pyrazolo[1,5-a]pyrimidine-3-carboxamide